9,9-bis(2-carboxyethyl)-1,8-di(2-naphthyl)fluorene C(=O)(O)CCC1(C2=C(C=CC=C2C=2C=CC=C(C12)C1=CC2=CC=CC=C2C=C1)C1=CC2=CC=CC=C2C=C1)CCC(=O)O